C(C)(=O)C1=C(C=C(C#N)C=C1)F 4-acetyl-3-fluorobenzonitrile